C(C)(C)[C@@H]1NC(C(NC(C2=CSC(CNC(C[C@H](OC1=O)/C=C/CC)=O)=N2)=O)(C)C)=O (E)-4-((7S,10S)-7-isopropyl-4,4-dimethyl-2,5,8,12-tetraoxo-9-oxa-16-thia-3,6,13,18-tetraazabicyclo[13.2.1]octadecane-1(17),15(18)-diene-10-yl)but-3-ene